CC1=CC=C(C=N1)[C@@H](CN[C@@H]([C@H]1CNC2=C(N1)N=CC=C2)C2=CC=CC=C2)C (2S)-2-(6-methyl-3-pyridyl)-N-[(R)-phenyl-[(3R)-1,2,3,4-tetrahydropyrido[2,3-b]pyrazin-3-yl]methyl]propan-1-amine